C[Mn] methyl-manganese